OCC(=O)NCC=1SC(=CC1)C(CSC1=NC(=NC=2N1N=C(C2)C)C(F)(F)F)=O 2-hydroxy-N-((5-(2-((7-methyl-2-(trifluoromethyl)pyrazolo[1,5-a][1,3,5]triazin-4-yl)thio)acetyl)thiophen-2-yl)methyl)acetamide